tert-butyl 3-(2-hydroxypropan-2-yl)-5,6-dihydroimidazo[1,5-a]pyrazine-7(8H)-carboxylate OC(C)(C)C1=NC=C2N1CCN(C2)C(=O)OC(C)(C)C